C(C)N1N=C(C=C(C1=O)N1CCOCC1)C1=NNC2=CC=C(C=C12)OC(C)C 2-ethyl-6-(5-isopropoxy-1H-indazol-3-yl)-4-morpholino-pyridazin-3-one